C[C@@]1(CC(=C(O1)C(=O)OCC)OS(=O)(=O)C(F)(F)F)C(F)(F)F |r| ethyl rac-5-methyl-5-(trifluoromethyl)-3-(((trifluoromethyl) sulfonyl)oxy)-4,5-dihydrofuran-2-carboxylate